OC=1C(=C(C=NC1)C=1C=NC=CC1)C 5-hydroxy-4-methyl-[3,3'-bipyridine]